3-((2,3-dichlorophenyl)amino)-4-ethoxycyclobut-3-ene-1,2-dione ClC1=C(C=CC=C1Cl)NC=1C(C(C1OCC)=O)=O